C1=CC=C(C=2OC3=C(C21)C=CC=C3)C=3C=C(C=CC3)C3=NC=CC(=N3)C3=CC(=CC=C3)C3=CC=CC2=C3OC3=C2C=CC=C3 2,4-bis[3-(dibenzofuran-4-yl)phenyl]pyrimidine